Lauric acid 4-nitrophenyl ester [N+](=O)([O-])C1=CC=C(C=C1)OC(CCCCCCCCCCC)=O